COC1=C(C(=O)O)C=C(C(=C1)C#CC1=C(C=CC=C1)NS(=O)(=O)C=1C=CC(=C2C=CC=NC12)OC)C 2-methoxy-4-{2-[2-(5-methoxyquinoline-8-sulfonamido)phenyl]ethynyl}-5-methylbenzoic acid